2H-1,2,4-triazol-3(4H)-one N=1NC(NC1)=O